N1C(=NC2=C1C=CC=C2)NC(CC(=O)NC)C2=CC(=CC=C2)C#N 3-[(1H-1,3-benzodiazol-2-yl)amino]-3-(3-cyanophenyl)-N-methylpropanamide